NCCNCCNCCN TRI-ETHYLENETETRA-AMINE